(R)-4-(3-oxomorpholin-4-yl)-3-(4-methoxyphenyl)-N-((R)-1-(2-(trifluoromethyl)pyrimidin-5-yl)ethyl)-4,5-dihydro-1H-pyrazol-1-carboxamide O=C1N(CCOC1)[C@H]1C(=NN(C1)C(=O)N[C@H](C)C=1C=NC(=NC1)C(F)(F)F)C1=CC=C(C=C1)OC